[Ge].[Sn].[Si] silicon-tin-germanium